2-chloro-6,7-dimethyl-4-(5,8-dioxaspiro[3.4]octan-2-yl)pteridine ClC1=NC2=NC(=C(N=C2C(=N1)C1CC2(C1)OCCO2)C)C